CC1(CN(CCN1C)C1=C(C=C(OC)C=C1)NC1=NC=CC(=N1)NC=1C(NC2=C(C=CC=C2C1)F)=O)C 3-{2-[4-(3,3-dimethyl-4-methyl-1-piperazinyl)-3-anisidino]-4-pyrimidinylamino}-8-fluoro-1,2-dihydro-2-quinolinone